CN(CCN1N=C(C=2C1=NC=NC2N)C2=CC=C(C=C2)OC2=CC=CC=C2)C2=C(C(=C(C(=C2S(=O)(=O)C)F)F)F)F 1-(2-(methyl(2,3,4,5-tetrafluoro-6-(methylsulfonyl)phenyl)amino)ethyl)-3-(4-phenoxyphenyl)-1H-pyrazolo[3,4-d]pyrimidin-4-amine